C(C)C1(COC1)COCCC[Si](OCC)(OCC)OCC 3-ethyl-3-{[3-(triethoxysilyl)propoxy]methyl}oxetane